O=C1[C@@H](COC2(CCC2)C1)C(=O)OC |r| methyl rac-8-oxo-5-oxaspiro[3.5]nonane-7-carboxylate